1-butylammonium hydroxide [OH-].C(CCC)[NH3+]